Cl.Cl.FC(C1=C(C=CC(=C1)C=1C=2N(C=C(N1)C=1C=NN(C1)C)N=CC2)CN)F (2-(Difluoromethyl)-4-(6-(1-methyl-1H-pyrazol-4-yl)pyrazolo[1,5-a]pyrazin-4-yl)phenyl)methanamine dihydrochloride